N,N'-bis(4-butylphenyl)-N,N'-bis(phenyl)benzidin C(CCC)C1=CC=C(C=C1)N(C1=CC=C(C=C1)C1=CC=C(N(C2=CC=CC=C2)C2=CC=C(C=C2)CCCC)C=C1)C1=CC=CC=C1